CN(CC=CC(=O)N1CC(N(CC1)C1=CC=C(S1)C=CC(=O)N)=O)C 3-(5-(4-(4-(dimethylamino)but-2-enoyl)-2-oxopiperazin-1-yl)thiophen-2-yl)propenamide